OC=1C=C(C=CC1OC)C(C1=C(C(=C(C=C1C)C)C)O)C1=C(C(=C(C=C1C)C)C)O 2,2'-[(3-hydroxy-4-methoxyphenyl)methylene]bis(3,5,6-trimethylphenol)